[Si](C1=CC=CC=C1)(C1=CC=CC=C1)(C(C)(C)C)OCC(CC1=C(N(C2=CC=C(C=C12)C1=NC(=NS1)O)CC(F)(F)F)C=1C(=NC=CC1)[C@H](C)OC)(C)C (S)-5-(3-(3-((tert-butyldiphenylsilyl)oxy)-2,2-dimethylpropyl)-2-(2-(1-methoxyethyl)pyridin-3-yl)-1-(2,2,2-trifluoroethyl)-1H-indol-5-yl)-1,2,4-thiadiazol-3-ol